C1C(CC12CCNCC2)[C@H](C)NC=2C=C(C=CC2C(F)(F)F)C2=NNC(O2)=O 5-[3-{[(1S)-1-(7-azaspiro[3.5]nonan-2-yl)ethyl]amino}-4-(trifluoromethyl)phenyl]-1,3,4-oxadiazol-2(3H)-one